2-methoxy-2-oxoethanesulfonic acid sodium [Na].COC(CS(=O)(=O)O)=O